O-(((2S,6R)-6-(6-(((E)-1-methylpyrrolidin-2-ylidene)amino)-9H-purin-9-yl)-4-tritylmorpholin-2-yl)methyl) S-hydrogen (R)-dimethylphosphoramidothioate CN([P@@](OC[C@@H]1CN(C[C@@H](O1)N1C2=NC=NC(=C2N=C1)/N=C\1/N(CCC1)C)C(C1=CC=CC=C1)(C1=CC=CC=C1)C1=CC=CC=C1)(S)=O)C